(S)-(3-(benzyl(methyl)amino)pyrrolidin-1-yl)(3,3,5-trimethyl-2,3-dihydro-1H-pyrrolo[3,2-b]pyridin-1-yl)methanone C(C1=CC=CC=C1)N([C@@H]1CN(CC1)C(=O)N1CC(C2=NC(=CC=C21)C)(C)C)C